C12CC(CC2C1)N1C(C(N(CC1)CC=1SC(=NN1)C1=CC=CC=C1)=O)=O 1-((cis)-bicyclo[3.1.0]hexan-3-yl)-4-((5-phenyl-1,3,4-thiadiazol-2-yl)methyl)piperazine-2,3-dione